vinyl-tri(2-methylethoxy)silane C(=C)[Si](OCCC)(OCCC)OCCC